N-(4-(5-(methylthio)-1,2,4-thiadiazol-3-yl)phenyl)acetamide CSC1=NC(=NS1)C1=CC=C(C=C1)NC(C)=O